Diethyl 2-(((4-bromothiophen-3-yl)amino)methylene)malonate BrC=1C(=CSC1)NC=C(C(=O)OCC)C(=O)OCC